CO/C=C(/C(=O)OC)\C1=C(C=CC=C1)OC=1SC(=CN1)C(F)(F)F Methyl (E)-3-methoxy-2-[2-[5-(trifluoromethyl)thiazol-2-yl]oxyphenyl]-prop-2-enoate